3,4-dihydroxytetrahydro-2H-pyran-2-yl-sodium methyl-sulfate COS(=O)(=O)O.OC1C(OCCC1O)[Na]